NC=1C2=C(N=CN1)C(=CS2)C=2C=NN(C2)C=2C=C(C=CC2C)NC(=O)C=2N=NC=C(C2)C(F)(F)F N-(3-(4-(4-Aminothieno[3,2-d]pyrimidin-7-yl)-1H-pyrazol-1-yl)-4-methylphenyl)-5-(Trifluoromethyl)pyridazine-3-carboxamide